1-(4-fluoro-3-(trifluoromethoxy)phenyl)cyclopropan-1-amine FC1=C(C=C(C=C1)C1(CC1)N)OC(F)(F)F